C(CCCCCCCCCCCCCCC)(=O)N[C@@H](CC(=O)O)C(=O)O palmitoyl-aspartic acid